1-(3-((4-(3-(6-(4-amino-4-methylpiperidin-1-yl)-1H-pyrazolo[3,4-b]pyrazin-3-yl)-2-chlorophenyl)piperazin-1-yl)methyl)phenyl)dihydropyrimidine-2,4(1H,3H)-dione NC1(CCN(CC1)C1=CN=C2C(=N1)NN=C2C=2C(=C(C=CC2)N2CCN(CC2)CC=2C=C(C=CC2)N2C(NC(CC2)=O)=O)Cl)C